FC(C(=O)O)(F)F.NCCON1C(C2=CC=CC=C2C1=O)=O 2-(2-aminoethoxy)isoindoline-1,3-dione trifluoroacetate salt